2,3-Diketogulonic acid C([C@@H]([C@H](C(=O)C(=O)C(=O)O)O)O)O